N1(N=NC2=C1C=CC=C2)CC(=O)NC=2C=NC(=CC2)N2N=C(C(=C2C2CC2)Cl)C(F)(F)F 2-(1H-benzo[d][1,2,3]triazol-1-yl)-N-{6-[4-chloro-5-cyclopropyl-3-(trifluoromethyl)-1H-pyrazol-1-yl]pyridin-3-yl}acetamide